3-chloro-N-(4-bromobenzyl)quinoxalin-2-amine ClC=1C(=NC2=CC=CC=C2N1)NCC1=CC=C(C=C1)Br